4-(2,2-dibromovinyl)-phenyl-5-(2,5-dimethylphenoxy)-2,2-dimethylvalerate BrC(=CC1=CC=C(C=C1)OC(C(CCCOC1=C(C=CC(=C1)C)C)(C)C)=O)Br